B(F)(F)F.[K] potassium trifluoroboric acid